N-[(5-Chlorothiophen-2-yl)methyl]-3-[1-(2-methoxyethyl)piperidin-4-yl]-1H-pyrazol-5-amin ClC1=CC=C(S1)CNC1=CC(=NN1)C1CCN(CC1)CCOC